N-[1-(2,6-Difluoro-4-methoxyphenyl)-4-(3-fluorophenyl)-1H-imidazol-2-yl]-4-(difluoromethoxy)benzamide FC1=C(C(=CC(=C1)OC)F)N1C(=NC(=C1)C1=CC(=CC=C1)F)NC(C1=CC=C(C=C1)OC(F)F)=O